FC1=C(C(=CC(=C1)OCCCCC1CCN(CC1)C1=NC=C(C=N1)COC)F)CC(=O)O 2-(2,6-difluoro-4-(4-(1-(5-(methoxymethyl)pyrimidin-2-yl)piperidin-4-yl)butoxy)phenyl)acetic acid